(1r,3s,5s)-N-(4-cyano-4-(trifluoromethyl)cyclohexyl)-8-(5-(5-fluoro-2-methoxypyridin-4-yl)-1H-pyrazole-3-carbonyl)-8-azabicyclo[3.2.1]octane-3-carboxamide C(#N)C1(CCC(CC1)NC(=O)C1C[C@H]2CC[C@@H](C1)N2C(=O)C2=NNC(=C2)C2=CC(=NC=C2F)OC)C(F)(F)F